C1(=CC=CC=C1)C1=CC=2N(C=C1)C(=C(N2)C2=CC=C(C=C2)CO/N=C/C2=CC=C(C=C2)C2=NC=CN=C2)NC2=CC=C(C(=O)O)C=C2 (E)-4-((7-Phenyl-2-(4-((((4-(pyrazin-2-yl)benzylidene)amino)oxy)methyl)phenyl)imidazo[1,2-a]pyridin-3-yl)amino)benzoic acid